C(C)(C)C1=CC(=C(C=C1)C(CC(OCC)OCC)OCC)C 4-isopropyl-2-methyl-1-(1,3,3-triethoxypropyl)benzene